ClC=1C(=NC(=C(C1)C#N)N1C[C@@H](C([C@@H](C1)C)F)C)NC=1C=C2C=C(C(NC2=CC1)=O)OCC(=O)NC 2-[[6-[[3-chloro-5-cyano-6-[(3S,5R)-4-fluoro-3,5-dimethyl-1-piperidinyl]-2-pyridinyl]amino]-2-oxo-1H-quinolin-3-yl]oxy]-N-methylacetamide